CC1=CC=C(C=C1)S(=O)(=O)O.CC1=CC=C(C=C1)S(=O)(=O)O p-toluenesulfonic acid (p-toluenesulfonate)